C(C)(C)(C)C=1C(O\C(\C1)=C/[Si](C(C)C)(C(C)C)C(C)C)=O (Z)-3-(tert-butyl)-5-((triisopropylsilyl)methylene)furan-2(5H)-one